P(=O)(OC1=C(C=C(C=C1)OC)CCOC(C=C)=O)([O-])[O-] acryloyloxyethyl-(4-methoxyphenyl) phosphate